(1S,2S)-N-(6-(7-(cyclopent-1-en-1-yl)-6-fluoro-5-methyl-1H-indazol-4-yl)imidazo[1,2-a]pyrazin-2-yl)-2-fluorocyclopropane-1-carboxamide C1(=CCCC1)C=1C(=C(C(=C2C=NNC12)C=1N=CC=2N(C1)C=C(N2)NC(=O)[C@H]2[C@H](C2)F)C)F